2-((4-((6-((4-cyano-2-fluorophenoxy)methyl)pyridin-2-yl)oxy)piperidin-1-yl)methyl)-3-((1-ethyl-1H-imidazol-5-yl)methyl)-3H-imidazo[4,5-b]pyridine-5-carboxylic acid C(#N)C1=CC(=C(OCC2=CC=CC(=N2)OC2CCN(CC2)CC2=NC=3C(=NC(=CC3)C(=O)O)N2CC2=CN=CN2CC)C=C1)F